N1=CN=C(C=C1)N1CCC(=CC1)C=1C=CC=2N=C3COCC4(N3C2N1)COC1=C4C=CC=C1 2'-(1-(pyrimidin-4-yl)-1,2,3,6-tetrahydropyridin-4-yl)-2h,6'h,8'h-spiro[benzofuran-3,9'-pyrido[3',2':4,5]imidazo[2,1-c][1,4]oxazine]